C1(CCC1)N1C(=NC2=C1C=C(C=C2)C(=O)NCC(F)F)C=2N(C(C(=C(N2)C(NC=2C=NOC2)=O)O)=O)C 1-cyclobutyl-N-(2,2-difluoroethyl)-2-{5-hydroxy-1-methyl-4-[(1,2-oxazol-4-yl)carbamoyl]-6-oxo-1,6-dihydropyrimidin-2-yl}-1H-1,3-benzodiazole-6-carboxamide